9,9',9'',9'''-(4-(2-(1-phenyl-1H-benzo[d]imidazol-2-yl)phenyl)pyridine-2,3,5,6-tetrayl)tetrakis(3-methyl-9H-carbazole) C1(=CC=CC=C1)N1C(=NC2=C1C=CC=C2)C2=C(C=CC=C2)C2=C(C(=NC(=C2N2C1=CC=CC=C1C=1C=C(C=CC21)C)N2C1=CC=CC=C1C=1C=C(C=CC21)C)N2C1=CC=CC=C1C=1C=C(C=CC21)C)N2C1=CC=CC=C1C=1C=C(C=CC21)C